1,5-dichloro-2,4-dimethoxyphenol ClC1(C(C=C(C(=C1)Cl)OC)OC)O